S(N)(OC[C@H]1OC(O[C@@H]1C1=C(C=CC=C1)Cl)C1=CC=CC=C1)(=O)=O ((4R,5R)-5-(2-chlorophenyl)-2-phenyl-1,3-dioxolan-4-yl)methyl sulfamate